NC1=CC=C2C(=N1)CCC2NC([C@H](C)NC(=O)[C@@H]2NC[C@H](C2)CC2=CC(=C(C=C2)F)Cl)=O (2R,4S)-N-((2S)-1-((2-amino-6,7-dihydro-5H-cyclopenta[b]pyridin-5-yl)amino)-1-oxopropan-2-yl)-4-(3-chloro-4-fluorobenzyl)pyrrolidine-2-carboxamide